F[C@@H](CNC1=NC(=NC=C1C(F)(F)F)NC=1C=C2CCN(CC2=CC1)C(CC(C)(C)O)=O)C(C)(C)O (S)-1-(6-((4-((2-fluoro-3-hydroxy-3-methylbutyl)amino)-5-(trifluoromethyl)pyrimidin-2-yl)amino)-3,4-dihydroisoquinolin-2(1H)-yl)-3-hydroxy-3-methylbutan-1-one